C12(CC3CC(CC(C1)C3)C2)NCCCCCCCOC2=C3CN(CC3=CC=C2F)C2C(NC(CC2)=O)=O 4-((7-((adamant-1-yl)amino)heptyl)oxy)-2-(2,6-dioxopiperidin-3-yl)-5-fluoroisoindoline